C(#N)C1=CC=2N(N=C1)C(=CC2)C2=CC(=C(C=N2)C(=O)NC2CCC(CC2)CO)NC(C)C 6-(3-cyanopyrrolo[1,2-b]pyridazin-7-yl)-N-[4-(hydroxymethyl)cyclohexyl]-4-(isopropylamino)pyridine-3-carboxamide